COC(=O)C1=C(C=2N(N=C1)C=C(N2)C)C(C)C 2-methyl-8-(propan-2-yl)imidazo[1,2-b]pyridazine-7-carboxylic acid methyl ester